BrC=1C(=NC(=NC1)NC=1C(=NN(C1)CCN1CCCC1)C)NCCCN1C(CCCC1)=O 1-(3-((5-bromo-2-((3-methyl-1-(2-(pyrrolidin-1-yl)ethyl)-1H-pyrazol-4-yl)amino)pyrimidin-4-yl)amino)propyl)piperidin-2-one